CC1CCC(=O)OC1 4-methyl-δ-valerolactone